1,4-benzendicarboxylic acid C1(=CC=C(C=C1)C(=O)O)C(=O)O